COC1=CC=C(C=C1)C1=CC(=NN1)N1C=CC2=CC(=CC=C12)N (5-(4-methoxyphenyl)-1H-pyrazol-3-yl)-1H-indol-5-amine